C(C)(C)(C)N1C=C(C=2C1=NC(=CC2)C(=O)N2CC(C(CC2)C(=O)O)(C)C)C2=CC(=C(C=C2)Cl)F 1-(1-(tert-butyl)-3-(4-chloro-3-fluorophenyl)-1H-pyrrolo[2,3-b]pyridine-6-carbonyl)-3,3-dimethylpiperidine-4-carboxylic acid